ClC1=NC=C(C(=C1)N[C@H](CCO)C)C#CC=1C(=NN(C1)C)C(F)(F)F (S)-3-((2-chloro-5-((1-methyl-3-(trifluoromethyl)-1H-pyrazol-4-yl)ethynyl)pyridin-4-yl)amino)butan-1-ol